CC1=NC(=NC=C1)C1=CC=C2C=C(NC2=C1)C(=O)O 6-(4-methylpyrimidin-2-yl)-1H-indole-2-carboxylic acid